ClC=1C(=C(C=CC1)NC1=C(C(=O)NC2=CC=C(C=C2)N2CCNCC2)C(=CC=C1)C)C 2-((3-chloro-2-methylphenyl)amino)-6-methyl-N-(4-(piperazin-1-yl)phenyl)benzamide